C(C)(C)(C)N1N=CC(=C1)NC1=NC=C(C=N1)I N-(1-(tert-butyl)-1H-pyrazol-4-yl)-5-iodopyrimidin-2-amine